ClC=1N=C(NC1C1C(CN(CC1)S(=O)(=O)N)C)C1=NC=C(C=C1)F 4-(4-Chloro-2-(5-fluoropyridin-2-yl)-1H-imidazol-5-yl)-3-methylpiperidine-1-sulfonamide